amino-8-cyclopentyl-2-(5-piperazin-1-yl-pyridin-2-ylamino)-8H-pyrido[2,3-d]Pyrimidin-7-one hydrochloride Cl.NC=1C2=C(N=C(N1)NC1=NC=C(C=C1)N1CCNCC1)N(C(C=C2)=O)C2CCCC2